C(CCCC\C=C/C\C=C/C\C=C/CCCCC)(=O)O γ-linolenoyl alcohol